S1C=CC=NC=CN=CC=CC=C1 thia[5,8]diazacyclotridecine